3-benzylidene-6-((5-tertiary butyl-1H-imidazole-4-yl)deuteromethylene)piperazine-2,5-dione C(C1=CC=CC=C1)=C1C(NC(C(N1)=O)=C([2H])C=1N=CNC1C(C)(C)C)=O